BrC1=NC(=CC=C1)C(C1=CC=CC=C1)(F)F 2-bromo-6-[difluoro(phenyl)methyl]pyridine